C(CCCCCCCCC\C=C/CCCCCCCC)(=O)[O-].[Ga+3].C(CCCCCCCCC\C=C/CCCCCCCC)(=O)[O-].C(CCCCCCCCC\C=C/CCCCCCCC)(=O)[O-] gallium gondoate